Tert-butyl 4-(4-(6-chloro-7-fluoro-2-(methoxycarbonyl)benzo[b]thiophen-4-yl)phenyl)piperazine-1-carboxylate ClC=1C=C(C2=C(SC(=C2)C(=O)OC)C1F)C1=CC=C(C=C1)N1CCN(CC1)C(=O)OC(C)(C)C